C(C)N(CCCCCCO)CC N,N-diethyl-N-(6-hydroxyhexyl)amine